C1CCCC12COC(CC2)=O 7-oxaspiro[4.5]decan-8-one